N-(3-Amino-4-(2-chloro-5-fluorophenoxy)-7-(morpholinomethyl)-1H-indazol-5-yl)-3-fluoro-5-(trifluoromethyl)benzamide NC1=NNC2=C(C=C(C(=C12)OC1=C(C=CC(=C1)F)Cl)NC(C1=CC(=CC(=C1)C(F)(F)F)F)=O)CN1CCOCC1